5-(3-ethylphenyl)-4-methylpent-2,4-dienoic acid ethyl ester C(C)OC(C=CC(=CC1=CC(=CC=C1)CC)C)=O